C(CCCCCCCCCCC)C1=CC=C(C=C1)C(C(C)(C)O)=O 1-(4'-dodecylphenyl)-2-hydroxy-2-methylpropan-1-one